1-(3-amino-5-ethynylphenyl)ethanone tert-Butyl-(4R)-4-[(1S)-1-(2-hydroxyethyl)-2-methyl-propyl]-2,2-dimethyl-oxazolidine-3-carboxylate C(C)(C)(C)OC(=O)N1C(OC[C@H]1[C@H](C(C)C)CCO)(C)C.NC=1C=C(C=C(C1)C#C)C(C)=O